2-(3,4-Difluoro-phenyl)-N-[2-(isobutyl-methyl-amino)-4-oxo-4H-quinazolin-3-yl]-acetamide FC=1C=C(C=CC1F)CC(=O)NN1C(=NC2=CC=CC=C2C1=O)N(C)CC(C)C